C1(CC1)C1=CC=C(C=N1)S(=O)(=O)N1N=C2C(=C1)CN(C2)C(=O)OC(C)(C)C tert-butyl 2-[(6-cyclopropylpyridin-3-yl)sulfonyl]-2H,4H,5H,6H-pyrrolo[3,4-c]pyrazole-5-carboxylate